NC1=CC=C(C=C1)NC=C1C(C(C(C(C1=O)=CNC1=CC=C(C=C1)N)=O)=CNC1=CC=C(C=C1)N)=O 2,4,6-tri{[(4-aminophenyl)amino]methylene}benzene-1,3,5-trione